FC1(CCN(CC1)CCN)F 2-(4,4-difluoro-1-piperidinyl)ethanamine